7-methoxy-5-methyl-3,5-dihydro-4H-pyridazino[4,5-b]indol-4-one COC=1C=CC=2C3=C(N(C2C1)C)C(NN=C3)=O